(M)-tert-Butyl cis-4-(6-fluoro-7-(2-fluoro-6-hydroxyphenyl)-1-(2-isopropyl-4-methylpyridin-3-yl)-2-oxo-1,2-dihydropyrido[2,3-d]pyrimidin-4-yl)-3,5-dimethylpiperazine-1-carboxylate FC1=CC2=C(N(C(N=C2N2[C@@H](CN(C[C@@H]2C)C(=O)OC(C)(C)C)C)=O)C=2C(=NC=CC2C)C(C)C)N=C1C1=C(C=CC=C1O)F